CC1=CC=C(C=C1)N1C(CCC1=O)=O 1-(4-methylphenyl)pyrrolidine-2,5-dione